FC1=CC=C(C=C1)C(CN1CCC(CC1)CN(C(OC(C)(C)C)=O)C)=O tert-butyl ((1-(2-(4-fluorophenyl)-2-oxoethyl)piperidin-4-yl)methyl)(methyl)carbamate